BrC1=CC=C(C=C1)N1CCC(CC1)C1=C(C(=O)OC)C=CC=C1 Methyl (1-(4-bromophenyl)piperidin-4-yl)benzoate